FC(C(=O)O)(F)F.C=C(C(=O)OC1=CC=C(C=C1)C[C@@H](C(=O)OC(C)C)NC([C@H](C(C)C)N)=O)CC(=O)OC 1-(4-((S)-2-((S)-2-amino-3-methylbutanoylamino)-3-isopropoxy-3-oxopropyl) phenyl) 4-methyl 2-methylenesuccinate trifluoroacetate salt